5-(1-fluorocyclopropyl)-1H-pyrazol-3-amine FC1(CC1)C1=CC(=NN1)N